N-(4-(2-((6-(4-((4-(4-((2,6-dioxopiperidin-3-yl)oxy)phenyl)piperidin-1-yl)methyl)piperidin-1-yl)pyridin-3-yl)amino)pyrimidin-4-yl)-2-methylbenzyl)-3-isopropoxyazetidine-1-carboxamide O=C1NC(CCC1OC1=CC=C(C=C1)C1CCN(CC1)CC1CCN(CC1)C1=CC=C(C=N1)NC1=NC=CC(=N1)C1=CC(=C(CNC(=O)N2CC(C2)OC(C)C)C=C1)C)=O